[Si](C)(C)(C(C)(C)C)OCC(=C)C1=NC(=NC(=C1)C(F)(F)F)C1=CC(=C(C=C1)OC)OCCC 4-(3-((tert-butyl-dimethylsilyl)oxy)prop-1-en-2-yl)-2-(4-methoxy-3-propoxyphenyl)-6-(trifluoromethyl)pyrimidine